2-(6-Tert-butyl-2,3-dimethylphenyl)-5-hexylbenzene-1,3-diol C(C)(C)(C)C1=CC=C(C(=C1C1=C(C=C(C=C1O)CCCCCC)O)C)C